CN(CCCCO)C 4-(dimethylamino)-butanol